CC1(C(C(=CC2(CN(C2)C(C#CC2=CC3=CC=CC=C3C=C2)=O)C1)C#N)=O)C 8,8-dimethyl-2-[3-(naphthalen-2-yl)prop-2-ynoyl]-7-oxo-2-azaspiro[3.5]non-5-ene-6-carbonitrile